(ethoxy)trimethylolpropane tri(3-mercaptopropionate) SCCC(=O)O.SCCC(=O)O.SCCC(=O)O.C(C)OC(C(CO)(CO)CO)C